(3-cyclopropyl-4-(quinoxalin-2-yl)-1H-pyrazol-1-yl)-N-((2-(2,6-dioxopiperidin-3-yl)-1,3-dioxoisoindolin-5-yl)methyl)propanamide C1(CC1)C1=NN(C=C1C1=NC2=CC=CC=C2N=C1)C(C(=O)NCC=1C=C2C(N(C(C2=CC1)=O)C1C(NC(CC1)=O)=O)=O)C